C1(CCCCC1)C(C)(C)OC(=O)COC(=O)C1C2C=CC(C1)C2=O 5-(2-cyclohexyl-2-propoxycarbonylmethyloxycarbonyl)-7-oxo-bicyclo[2.2.1]Hept-2-ene